2-bromo-7-(3-hydroxyazetidine-1-carbonyl)-12-oxa-3-thia-6-azatricyclo-[6.4.1.04,13]trideca-1,4(13),7-trien-5-one BrC1=C2OCCCC3=C(NC(C(S1)=C23)=O)C(=O)N2CC(C2)O